1,4-cycloheptandiol C1(CCC(CCC1)O)O